O.C([O-])([O-])=O.[Co+2] cobalt(II) carbonate hydrate